p-chlorobenzenesulfinic acid calcium salt [Ca+2].ClC1=CC=C(C=C1)S(=O)[O-].ClC1=CC=C(C=C1)S(=O)[O-]